N-(3-methyl-1H-pyrazol-5-ylmethyl)-N'-(2-pyridylmethyl)-N-(5,6,7,8-tetrahydro-8-quinolinyl)-1,3-xylylenediamine CC1=NNC(=C1)CN(CC1=CC(=CC=C1)CNCC1=NC=CC=C1)C1CCCC=2C=CC=NC12